BrC1=CC=C2C(=NC(=NC2=C1F)Cl)N1CC2(CNS(N2)(=O)=O)CCC1 7-(7-bromo-2-chloro-8-fluoroquinazolin-4-yl)-2-thia-1,3,7-triazaspiro[4.5]decane 2,2-dioxide